FC=1C=C(C(=O)O[C@H]2CN3CCC2CC3)C=C(C1)NC(CN1N=C(C(=C1)C1=CC=NC3=CC=CC=C13)C1=NC(=CC=C1)C)=O (R)-quinuclidin-3-yl 3-fluoro-5-(2-(3-(6-methylpyridin-2-yl)-4-(quinolin-4-yl)-1H-pyrazol-1-yl)acetamido)benzoate